spiro[3.4]octan-2-yl 1H-imidazole-1-carboxylate N1(C=NC=C1)C(=O)OC1CC2(C1)CCCC2